[(2R,3S,4R,5R)-5-(2,4-Dioxopyrimidin-1-yl)-3,4-dihydroxyoxolan-2-yl]methyl dihydrogen phosphate P(=O)(OC[C@H]1O[C@H]([C@@H]([C@@H]1O)O)N1C(NC(C=C1)=O)=O)(O)O